2,3,5,6-tetrahydrospiro[pyran-4,3'-pyrrolo[2,3-b]pyridin]-2'(1'h)-one N1C(C2(C=3C1=NC=CC3)CCOCC2)=O